FC1=C(CN2C(C=3C=CC=NC3C(=C2)C(=O)N[C@@H]2[C@H](CCC2)O)=O)C=CC(=C1)C1=CC(=NC=C1)C 6-(2-fluoro-4-(2-methylpyridin-4-yl)benzyl)-N-((1S,2S)-2-hydroxycyclopentyl)-5-oxo-5,6-dihydro-1,6-naphthyridine-8-carboxamide